2-[4-[4-[[(3S)-2,6-dioxo-3-piperidyl]amino]-2-fluoro-phenyl]-1-piperidyl]acetic acid, trifluoroacetic acid salt FC(C(=O)O)(F)F.O=C1NC(CC[C@@H]1NC1=CC(=C(C=C1)C1CCN(CC1)CC(=O)O)F)=O